4,4'-dimethyl-p-terphenyl CC1=CC=C(C=C1)C1=CCC(C=C1)(C1=CC=CC=C1)C